S(SCC1=CC=C(C=C1)NC(OC(C)(C)C)=O)CC1=CC=C(C=C1)NC(OC(C)(C)C)=O di-tert-butyl ((disulfanediylbis(methylene))bis(4,1-phenylene))dicarbamate